4,4'-methylenebis(phenyl)isocyanate C(C1=CC=C(C=C1)N=C=O)C1=CC=C(C=C1)N=C=O